NCCC[N-]C N-(3-aminopropyl)-N-methyl-amid